5-((6-((1-methyl-6-oxo-1,6-dihydropyridin-3-yl)ethynyl)pyridin-3-yl)oxy)-1H-1,2,3-triazole-4-carboxylic acid CN1C=C(C=CC1=O)C#CC1=CC=C(C=N1)OC1=C(N=NN1)C(=O)O